allyl-methyldichlorosilane C(C=C)[Si](Cl)(Cl)C